C(C=C)C1CCN(CC1)C1=C(C(=O)NC2=NC(=NC(=C2)C)N2CC(C(CC2)(F)F)C=CC2=CC=CC=C2)C=CC(=C1)Br 2-(4-allylpiperidin-1-yl)-4-bromo-N-(2-(4,4-difluoro-3-phenylvinylpiperidin-1-yl)-6-methylpyrimidin-4-yl)benzamide